CC1=C(C=C(C=C1)NC(C1=CC(=NC=C1)C(F)(F)F)=O)C1=CC2=C(N=C(N=C2)NC)N2C1=NCC2 N-(4-methyl-3-(2-(methylamino)-8,9-dihydroimidazo[1',2':1,6]pyrido[2,3-d]pyrimidin-6-yl)phenyl)-2-(trifluoromethyl)isonicotinamide